C1N(CCC2=CC=CC=C12)CC=1OC=C(C(C1)=O)OC1CC2(C1)CCN(CC2)S(=O)(=O)C=2C=NC=CC2 2-((3,4-Dihydroisoquinolin-2(1H)-yl)methyl)-5-((7-(pyridin-3-ylsulfonyl)-7-azaspiro[3.5]nonan-2-yl)oxy)-4H-pyran-4-one